C(C)(C)(C)OC(=O)N(S(=O)(=O)C1=CC(=C(C=C1F)N[C@H]1CN(CC1)C(=O)OC(C)(C)C)Cl)C=1N=CSC1 tert-butyl (R)-3-((4-(N-(tert-butoxycarbonyl)-N-(thiazol-4-yl)sulfamoyl)-2-chloro-5-fluorophenyl)amino)pyrrolidine-1-carboxylate